1,1-dioxothiolan-3-ol O=S1(CC(CC1)O)=O